1-(tert-Butyl) 2-methyl (2R,5S)-5-((1-(tert-butoxycarbonyl)piperidin-4-yl)-methyl)pyrrolidine-1,2-dicarboxylate C(C)(C)(C)OC(=O)N1CCC(CC1)C[C@@H]1CC[C@@H](N1C(=O)OC(C)(C)C)C(=O)OC